2-oxy ethylphthalate C(C)C1=C2C(C(=O)OOOC2=O)=CC=C1